1-{(S)-3-[1-(2-hydroxyethyl)-4-pyrazolylamino]-1-oxa-8-aza-8-spiro[4.5]decyl}-2-(4-chloro-2-methoxyphenyl)-1-ethanone OCCN1N=CC(=C1)N[C@@H]1COC2(C1)CCN(CC2)C(CC2=C(C=C(C=C2)Cl)OC)=O